8-Chloro-5-(propan-2-yloxy)-1-[trans-4-(pyridin-2-yloxy)cyclohexyl]-5,6-dihydro-4H-[1,2,4]triazolo[4,3-a][1]benzazepin ClC=1C=CC2=C(CC(CC=3N2C(=NN3)[C@@H]3CC[C@H](CC3)OC3=NC=CC=C3)OC(C)C)C1